2-amino-8-(1-((6-(2-(aminomethyl)-1,3-dioxane-5-carbonyl)-5,6,7,8-tetrahydro-1,6-naphthyridin-3-yl)carbamoyl)cyclopropyl)-N-(2-hydroxyethyl)-N-propyl-3H-benzo[b]azepine-4-carboxamide NC=1CC(=CC2=C(N1)C=C(C=C2)C2(CC2)C(NC=2C=NC=1CCN(CC1C2)C(=O)C2COC(OC2)CN)=O)C(=O)N(CCC)CCO